ClCC1=C(C=2N=C(N=C(C2S1)N1CCOCC1)N1N=C(C=C1)C=1C=C(C=CC1)C)C 4-(6-(chloromethyl)-7-methyl-2-(3-(m-tolyl)-1H-pyrazol-1-yl)thieno[3,2-d]pyrimidin-4-yl)morpholine